C1(=CC=CC=C1)S(=O)(=O)C=1C=C(NC1)C(=O)O 4-(benzenesulfonyl)-1H-pyrrole-2-carboxylic acid